N-(4-{[2-(2,4-dichlorophenoxy)phenyl]sulfamoyl}phenyl)-3,4-dimethoxybenzene-1-sulfonamide ClC1=C(OC2=C(C=CC=C2)NS(=O)(=O)C2=CC=C(C=C2)NS(=O)(=O)C2=CC(=C(C=C2)OC)OC)C=CC(=C1)Cl